FC=1C=CC(=C2C=CC=NC12)C1CCNCC1 8-fluoro-5-(piperidin-4-yl)quinoline